C[C@H]1NC(C2=C(C=3C=4C=CC(=NC4C=CC3S2)C2=CC(=NC(=C2)C=C)N2CCOCC2)NC1)=O (R)-10-methyl-3-(2-morpholino-6-vinylpyridin-4-yl)-9,10,11,12-tetrahydro-8H-[1,4]diazepino[5',6':4,5]thieno[3,2-f]quinolin-8-one